5-bromo-3-(cyclohexylmethoxy)pyridin-2-amine BrC=1C=C(C(=NC1)N)OCC1CCCCC1